N-ethyl-N-cyclopropyllysergamide C(C)N(C(=O)[C@H]1CN(C)[C@@H]2CC3=CNC4=CC=CC(C2=C1)=C34)C3CC3